COC(=O)C1=CNC(=C1C=1C(=NC=CC1)OC(F)(F)F)C(C)C 5-isopropyl-4-(2-(trifluoromethoxy)pyridin-3-yl)-1H-pyrrole-3-carboxylic acid methyl ester